N-(2,6-dioxo-3-piperidyl)-N-methyl-1H-indole-3-carboxamide O=C1NC(CCC1N(C(=O)C1=CNC2=CC=CC=C12)C)=O